CC1(CCCC=2CCC(CC12)C=O)C 8,8-dimethyl-1,2,3,4,5,6,7,8-octahydronaphthalene-2-aldehyde